O(CCN)CCN 2,2'-oxybis(ethane-1-amine)